BrC1=CC=C(C=C1)C1=CC=C(O1)CNCC=1OC=CC1 N-[[5-(4-bromophenyl)furan-2-yl]methyl]-1-(furan-2-yl)methanamine